[4-[4-[4-[[(5-tert-butyl-1,2,4-oxadiazole-3-carbonyl)amino]methyl]-3-fluoro-phenyl]pyrrolo[2,1-f][1,2,4]triazin-6-yl]-2,2-difluoro-butyl] trifluoromethanesulfonate FC(S(=O)(=O)OCC(CCC=1C=C2C(=NC=NN2C1)C1=CC(=C(C=C1)CNC(=O)C1=NOC(=N1)C(C)(C)C)F)(F)F)(F)F